rac-(2S,3R)-2-(hydroxymethyl)pyrrolidin-3-ol hydrochloride Cl.OC[C@@H]1NCC[C@H]1O |r|